C(C)(C)(C)OC(=O)N[C@H]1C[C@H](CO[C@@H]1C1=C(C=CC(=C1)F)F)N1CC=2C(=NN3C2N=C(C=C3C)C(=O)O)CC1 9-((3R,5S,6R)-5-((tert-butoxycarbonyl)amino)-6-(2,5-difluorophenyl)tetrahydro-2H-pyran-3-yl)-4-methyl-7,8,9,10-tetrahydropyrido[4',3':3,4]pyrazolo[1,5-a]pyrimidine-2-carboxylic acid